C(C)N=C=NN(C)C Ethyl-DimethylaminoCarbodiimide